(R)-3-(4,4-difluoroazepan-1-yl)-5-methyl-N-(3-(S-methylsulfonimidoyl)phenyl)-6-phenylpyridazine-4-carboxamide FC1(CCN(CCC1)C=1N=NC(=C(C1C(=O)NC1=CC(=CC=C1)[S@@](=O)(=N)C)C)C1=CC=CC=C1)F